FC1=CC(=CC2=C1CN([C@H](CO2)C)C(=O)C2(COC2)C)C2=NOC(=N2)C(F)(F)F (S)-(6-fluoro-3-methyl-8-(5-(trifluoromethyl)-1,2,4-oxadiazol-3-yl)-2,3-dihydrobenzo[f][1,4]oxazepin-4(5H)-yl)(3-methyloxetan-3-yl)methanone